C(C)(CC)C1(C=CC=C1)[Zr](N(CC)CC)(N(CC)CC)N(CC)CC (sec-butylcyclopentadienyl)tris(diethylamino)zirconium